3-[4-[4-[(4R)-3,3-difluoro-4-piperidinyl]piperazin-1-yl]-3-methyl-2-oxo-benzimidazol-1-yl]piperidine-2,6-dione FC1(CNCC[C@H]1N1CCN(CC1)C1=CC=CC=2N(C(N(C21)C)=O)C2C(NC(CC2)=O)=O)F